N-[4-(5-amino-2-pyridyl)-2-fluoro-phenyl]-N-(cyclopropylmethyl)acetamide NC=1C=CC(=NC1)C1=CC(=C(C=C1)N(C(C)=O)CC1CC1)F